2,12-dihexyldinaphtho[2,1-b:1',2'-d]furan C(CCCCC)C=1C=CC=2C=CC=3OC4=C(C3C2C1)C1=CC(=CC=C1C=C4)CCCCCC